O=C1N(CC2=C1C=NC=C2)C21CC3(CC(CC(C2)C3)C1)NC(=O)C1=NC(=CC=C1)C 6-Methyl-pyridine-2-carboxylic acid [3-(3-oxo-1,3-dihydro-pyrrolo[3,4-c]pyridin-2-yl)-adamantan-1-yl]-amide